1-{5-[(R)-(1,3-Dimethyl-azetidin-3-yl)-hydroxy-(4-isopropyl-phenyl)-methyl]-pyridin-3-yl}-4-(2-methoxy-ethyl)-pyrrolidin CN1CC(C1)(C)[C@@](C=1C=C(C=NC1)N1CCC(C1)CCOC)(C1=CC=C(C=C1)C(C)C)O